6-CYANOPYRIDINE-2-BORONIC ACID C(#N)C1=CC=CC(=N1)B(O)O